[Te].[Sn].[Pb] lead-tin-tellurium